C(C)OC(=O)C1C2(CCC(C1)CC2)NC2=NC(=NN1C2=CC=C1C(NC)=O)Cl ((2-chloro-7-(methylcarbamoyl)pyrrolo[2,1-f][1,2,4]triazin-4-yl)amino)bicyclo[2.2.2]octane-2-carboxylic acid ethyl ester